2-(4-fluorophenyl)-N-methoxy-N-methylimidazo[1,2-a]pyrazine-3-carboxamide FC1=CC=C(C=C1)C=1N=C2N(C=CN=C2)C1C(=O)N(C)OC